FC(C=1C=C(C=C(C1)C(F)(F)F)C1=NN(C=N1)C(C(C(=O)OC(C)C)Br)Br)(F)F isopropyl 3-(3-(3,5-bis(trifluoromethyl)phenyl)-1H-1,2,4-triazol-1-yl)-2,3-dibromopropionate